C(C1=CC=CC=C1)(C1=CC=CC=C1)N1CC(C1)=C(C(C)O)CC 3-(1-benzhydryl-azetidin-3-ylidene)-2-pentanol